C(C1=CC=CC=C1)OC1=NN=CC2=C(C=CC=C12)C 1-(benzyloxy)-5-methylphthalazine